O=C1C2(CC(C(N1)=O)C2)N2CC1=CC=C(C=C1C2=O)S(=O)(=O)F 2-(2,4-dioxo-3-azabicyclo[3.1.1]heptan-1-yl)-3-oxoisoindoline-5-sulfonyl fluoride